C(CCCCCCCCC)SC1=C(C(OC2=CC(=C(C=C12)[N+](=O)[O-])N(CC)CC)=O)C=O 4-(decylthio)-7-(diethylamino)-6-nitro-2-oxo-2H-chromen-3-carbaldehyde